FC(OC1=C(C=NC=C1)CNC(C1=CC(=C(C=C1)OC(F)(F)F)F)=O)F N-[(4-(difluoromethoxy)-pyridin-3-yl)methyl]-3-fluoro-4-(trifluoromethoxy)-benzamide